Di((Z)-non-2-en-1-yl) 6,6'-((3-((2-hydroxyethyl)(6-(((Z)-non-2-en-1-yl)oxy)-6-carbonylhexyl)amino)propyl)azanediyl)dihexanoate OCCN(CCCN(CCCCCC(=O)OC\C=C/CCCCCC)CCCCCC(=O)OC\C=C/CCCCCC)CCCCCC(=C=O)OC\C=C/CCCCCC